N1(CCC1)C1=CC2=C(C=C(O2)C(=O)NS(=O)(=O)C2=CC(=CC=3CCOC32)Br)C(=C1)F 6-(Azetidin-1-yl)-N-(5-bromo-2,3-dihydro-1-benzofuran-7-sulfonyl)-4-fluoro-1-benzofuran-2-carboxamide